17-carboxyheptadecanoic acid C(=O)(O)CCCCCCCCCCCCCCCCC(=O)O